C(C)(=O)O[C@H]1[C@@H]([C@@H](CC1)N)NC=1SC2=C(N1)C1=C(C=C2)OCC1 (1R,2R,3R)-3-Amino-2-[(7,8-dihydrofuro[3,2-e][1,3]benzothiazol-2-yl)amino]cyclopentyl rac-acetate